5-bromo-2-((1-methyl-1H-pyrazol-4-yl)amino)nicotinamide BrC=1C=NC(=C(C(=O)N)C1)NC=1C=NN(C1)C